F[C@H]1CN(CC1)CCCS(=O)(=O)N(C1=CC=CC=C1)CC1=CC=C(C=C1)C(=O)NN (R)-3-(3-fluoropyrrolidin-1-yl)-N-(4-(hydrazinecarbonyl)benzyl)-N-phenylpropane-1-sulfonamide